FC(C1(CC1)CC#N)(F)F 2-[1-(trifluoromethyl)cyclopropyl]acetonitrile